FC(C=1C=C(C=CC1F)C=1C=C(C=NC1)CN1C(OC2(CN(C2)C(=O)OC(C)(C)C)C1)=O)F tert-Butyl 7-((5-(3-(difluoromethyl)-4-fluorophenyl)pyridin-3-yl)methyl)-6-oxo-5-oxa-2,7-diazaspiro[3.4]octane-2-carboxylate